(2S,4S)-4-fluoro-1-[2-[4-(3-quinolinylamino)-1-piperidinyl]acetyl]pyrrolidine-2-carbonitrile F[C@H]1C[C@H](N(C1)C(CN1CCC(CC1)NC=1C=NC2=CC=CC=C2C1)=O)C#N